(2,6-dimethyltetrahydro-1H-pyrrolizin-7a(5H)-yl)methanol CC1CC2(CC(CN2C1)C)CO